C(C)(C)(C)OC(=O)NCC1CC(C1)C(=O)O (1S,3S)-3-(((tert-butoxycarbonyl)amino)methyl)cyclobutane-1-carboxylic acid